FC1(CN(CC[C@H]1NC1=NN2C(C(=N1)NC)=C(C=C2)C2=CC=C1C(=N2)N(C(=N1)C)CC(F)F)C)F (R)-N2-(3,3-Difluoro-1-methylpiperidin-4-yl)-5-(3-(2,2-difluoroethyl)-2-methyl-3H-imidazo[4,5-b]pyridin-5-yl)-N4-methylpyrrolo[2,1-f][1,2,4]triazine-2,4-diamine